(2R,3R,3aS,6S,6aR)-6-((2-aminoquinolin-7-yl)methyl)-2-(4-methyl-7H-pyrrolo[2,3-d]pyrimidin-7-yl)hexahydro-2H-cyclopenta[b]furan-3,3a-diol NC1=NC2=CC(=CC=C2C=C1)C[C@@H]1CC[C@]2([C@@H]1O[C@H]([C@@H]2O)N2C=CC1=C2N=CN=C1C)O